CC12[C@@H](CN(CC1)CC2)N (1R,3S,4R)-4-methylquinuclidin-3-amine